ClC1=CC(=C(C=C1)CN1C(C2=CC(=CC(=C2[C@]1(OCC1(CC1)CO)C1=CC=C(C=C1)Cl)F)C(C)(C)O)=O)S(=O)C (3R)-2-[(4-Chloro-2-methansulfinylphenyl)methyl]-3-(4-chlorophenyl)-4-fluoro-3-{[1-(hydroxymethyl)cyclopropyl]methoxy}-6-(2-hydroxypropan-2-yl)-2,3-dihydro-1H-isoindol-1-on